CC(C)(C1=CC=CC=C1)C1=CC=C(C=C1)O 4-(1-methyl-1-phenylethyl)phenol